OC(C)(C)C1N(CCC1)C(=O)[O-] 2-(2-hydroxypropan-2-yl)pyrrolidine-1-carboxylate